4-(4-(2,6-diphenylimidazo[1,2-a]pyridin-8-yl)phenyl)but-3-en-2-one C1(=CC=CC=C1)C=1N=C2N(C=C(C=C2C2=CC=C(C=C2)C=CC(C)=O)C2=CC=CC=C2)C1